FC(C1=CC=C(COC=2C=C3C(=CNC3=CC2)NC(=O)C=2SC=CN2)C=C1)(F)F N-(5-((4-(trifluoromethyl)benzyl)oxy)-1H-indol-3-yl)thiazole-2-carboxamide